N1C=2[C@@H](CC1)CCC2 (3aR,6aS)-hexahydrocyclopenta[b]pyrrol